FC(F)(F)C1C2N(CO1)CCC2 (trifluoromethyl)tetrahydro-1H-pyrrolo[1,2-c][1,3]oxazol